FC1=CC=C(C=C1)[C@@H]1N(C[C@H](N(C1)C(=O)C1(CC1)C(F)(F)F)C)C(C(=O)N)=O 2-[(2S,5R)-2-(4-fluorophenyl)-5-methyl-4-[1-(trifluoromethyl)cyclopropanecarbonyl]piperazin-1-yl]-2-oxo-acetamide